[4-(2-hydroxy-ethylsulfanyl)-phenyl]-(4-phenoxy-phenyl)-methanone OCCSC1=CC=C(C=C1)C(=O)C1=CC=C(C=C1)OC1=CC=CC=C1